ClC=1C=C2CCC[C@]3(C2=CC1)CN(C1=C(OC3)C=CC(=C1)[C@@H](C(=O)O)CC(=O)OC)CC1CCC1 (2S)-2-((3S)-6'-CHLORO-5-(CYCLOBUTYLMETHYL)-3',4,4',5-TETRAHYDRO-2H,2'H-SPIRO[BENZO[B][1,4]OXAZEPINE-3,1'-NAPHTHALEN]-7-YL)-4-METHOXY-4-OXOBUTANOIC ACID